2-((3R*,4R*)-4-((4-(ethyl(((1r,4R)-4-(trifluoromethyl)cyclohexyl)methyl)amino)-7H-pyrrolo[2,3-d]pyrimidin-7-yl)methyl)-3,4-dihydroxypiperidin-1-yl)acetamide C(C)N(C=1C2=C(N=CN1)N(C=C2)C[C@]2([C@@H](CN(CC2)CC(=O)N)O)O)CC2CCC(CC2)C(F)(F)F |o1:13,14|